C(CCCCCCCCCC(C)C)OC(CCCCCCCCCCCCC)=O.ClC1=CC=C(C=C1)[C@H](C(=O)N1[C@H]2CN(C[C@@H]1CC2)C2=C1C(=NC=C2)NC=C1C)CNC(C)C (S)-2-(4-chlorophenyl)-3-(isopropylamino)-1-((1R,5S)-3-(3-methyl-1H-pyrrolo[2,3-b]pyridin-4-yl)-3,8-diazabicyclo[3.2.1]octan-8-yl)propan-1-one isotridecyl-tetradecanoate